2-[(1Z)-5-fluoro-2-methyl-1-{[4-(4-methylphenoxy)phenyl]methylene}-1H-inden-3-yl]acetic acid FC=1C=C2C(=C(/C(/C2=CC1)=C/C1=CC=C(C=C1)OC1=CC=C(C=C1)C)C)CC(=O)O